8-(3,5-dimethoxyphenyl)-N-(4-methoxyphenyl)-2,2-dimethyl-2H-chromene-6-carboxamide COC=1C=C(C=C(C1)OC)C=1C=C(C=C2C=CC(OC12)(C)C)C(=O)NC1=CC=C(C=C1)OC